ClC1=NC=C2C=C(N=C(C2=C1)NCCN(C)C)C1=C(C(=CC(=C1Cl)OC)OC)Cl N1-(7-chloro-3-(2,6-dichloro-3,5-dimethoxyphenyl)-2,6-naphthyridin-1-yl)-N2,N2-dimethylethane-1,2-diamine